ethylene glycol bis(2-ethylhexyl)phthalate C(C)C(CC=1C(=C(C(C(=O)O)=CC1)C(=O)O)CC(CCCC)CC)CCCC.C(CO)O